C1(CCCC1)N1N=CC(=C1)N 1-cyclopentyl-1H-pyrazol-4-amine